2,5-dioxopyrrolidin-1-yl 4'-hydroxy-[1,1'-biphenyl]-4-carboxylate OC1=CC=C(C=C1)C1=CC=C(C=C1)C(=O)ON1C(CCC1=O)=O